tert-butyl (1R,3S,4S)-3-(4-(1-(2-(ethyl(isopropyl)carbamoyl)-4-fluorophenyl)-1H-pyrrolo[2,3-c]pyridine-3-carbonyl)piperidine-1-carbonyl)-2-azabicyclo[2.2.1]heptane-2-carboxylate C(C)N(C(=O)C1=C(C=CC(=C1)F)N1C=C(C=2C1=CN=CC2)C(=O)C2CCN(CC2)C(=O)[C@H]2N([C@@H]1CC[C@H]2C1)C(=O)OC(C)(C)C)C(C)C